C[C@H]1OC2=C(SC=3C(NC(=C(C1)C32)CN3[C@H](CC3)C)=O)C=3C=NNC3 (R)-4-methyl-6-(((S)-2-methylazetidin-1-yl)methyl)-2-(1H-pyrazol-4-yl)-5,7-dihydro-3-oxa-1-thia-7-azaacenaphthylen-8(4H)-one